C(OCC(C)C)(OC=1C(=NC=CC1OC)C(N[C@@H](C)C=1SC(=NN1)C1=CC=C(C=C1)C(C)C)=O)=O (S)-isobutyl (2-((1-(5-(4-isopropylphenyl)-1,3,4-thiadiazol-2-yl)ethyl)carbamoyl)-4-methoxypyridin-3-yl) carbonate